C(C1=CC=CC=C1)N(C(O)=O)[C@H](C=1OC2=C(N1)C(=C(C=C2)C=O)F)C2CCC(CC2)(F)F.BrC(C)C=2C=C(C=C1C(C=C(OC21)SCC)=O)C(F)(F)F 8-(1-bromoethyl)-2-ethylsulfanyl-6-(trifluoromethyl)chromen-4-one Benzyl-(S)-((4,4-difluorocyclohexyl)(4-fluoro-5-formylbenzo[d]oxazol-2-yl)methyl)carbamate